C(C=C)(=O)N1CC2COCC(C1)N2C2=NC(N1C3=C(C(=C(C=C23)C(F)(F)F)C2=CC=C(C=C2)F)SC[C@@H]1COC)=O (3S)-7-(7-acryloyl-3-oxa-7,9-diazabicyclo[3.3.1]nonan-9-yl)-10-(4-fluorophenyl)-3-(methoxymethyl)-9-(trifluoromethyl)-2,3-dihydro-5H-[1,4]thiazino[2,3,4-ij]quinazolin-5-one